benzo[d]isoxazole-3-amine O1N=C(C2=C1C=CC=C2)N